COCOC1=CC=C(C=C1)C=CCC=CCC 1-(4-methoxymethoxyphenyl)-1,4-heptadiene